2-(6-phenyldibenzofuran-4-yl)-4,6-diphenyl-1,3,5-triazine C1(=CC=CC=C1)C1=CC=CC=2C3=C(OC21)C(=CC=C3)C3=NC(=NC(=N3)C3=CC=CC=C3)C3=CC=CC=C3